5-((3-(difluoromethyl)pyrazin-2-yl)methyl)-7-(piperidin-4-yl)pyrido[2,3-b]pyrazin-6(5H)-one FC(C=1C(=NC=CN1)CN1C(C(=CC=2C1=NC=CN2)C2CCNCC2)=O)F